OC1(COC1)C1=CC=C(C=C1)NC(=O)N1CC2C(C1)CC(C2)OC2=CC=C(C=C2)C(F)(F)F N-(4-(3-hydroxyoxetan-3-yl)phenyl)-5-(4-(trifluoromethyl)phenoxy)hexahydrocyclopenta[c]pyrrole-2(1H)-carboxamide